6-(3-amino-5-fluoro-6-(4-(4-isopropylpiperazin-1-yl)phenyl)pyrazin-2-yl)-4,7-difluoro-3-methylisoquinolin-1(2H)-one NC=1C(=NC(=C(N1)F)C1=CC=C(C=C1)N1CCN(CC1)C(C)C)C=1C=C2C(=C(NC(C2=CC1F)=O)C)F